methyl (2S)-2-[[(2S)-3-cyclopropyl-2-[[4-[2-(2-methoxy ethoxy)ethoxy]-1H-indole-2-carbonyl]amino]propanoyl]amino]-3-[(3S)-2-oxo-3-piperidyl]propanoate C1(CC1)C[C@@H](C(=O)N[C@H](C(=O)OC)C[C@H]1C(NCCC1)=O)NC(=O)C=1NC2=CC=CC(=C2C1)OCCOCCOC